C(C)(C)(C)OC(N(C)C=1N=CC2=CC(=CC=C2C1)C=O)=O N-(7-formylisoquinolin-3-yl)-N-methylcarbamic acid tert-butyl ester